COC(CCCN(C)C)OC 4,4-dimethoxy-N,N-dimethyl-butan-1-amine